ClCC(=O)NC1=C(C=C(C(=C1)OC)OC)COCC(F)(F)F 2-chloro-N-(4,5-dimethoxy-2-((2,2,2-trifluoroethoxy)methyl)phenyl)acetamide